(S)-(4-((5-Chloro-4-(8-fluoro-2-(2-hydroxypropan-2-yl)-3-methyl-3,4-dihydro-5-oxa-1,2a-diazaacenaphthylene-6-yl)pyrimidin-2-yl)amino)-2-fluorophenyl)(4-ethylpiperazin-1-yl)methanone ClC=1C(=NC(=NC1)NC1=CC(=C(C=C1)C(=O)N1CCN(CC1)CC)F)C1=C2OC[C@@H](N3C(=NC(C(=C1)F)=C32)C(C)(C)O)C